methyl (2R)-2-(benzyloxycarbonylamino)-3-bromo-propanoate C(C1=CC=CC=C1)OC(=O)N[C@H](C(=O)OC)CBr